Di-(9Z-octadecenoyl)-sn-glycerol C(C=CCCCCCCCCCCCCCCC)(=O)C([C@@H](C(O)C(C=CCCCCCCCCCCCCCCC)=O)O)O